2-amino-6-(5H-imidazo[5,1-a]isoindol-5-yl)-5,6,7,8-tetrahydroquinolin-5-ol NC1=NC=2CCC(C(C2C=C1)O)C1N2C(C3=CC=CC=C13)=CN=C2